NC1=NC=CC(=C1F)CC=1C(=C(C(=C(C(=O)OC)C1)NC1=C(C=C(C=C1)I)Cl)F)F methyl 5-[(2-amino-3-fluoropyridin-4-yl)methyl]-2-(2-chloro-4-iodoanilino)-3,4-difluorobenzoate